COC(=O)C=1N=CN2C1CN(CC2)C(NC2=CC(=C(C(=C2)F)F)F)=O 7-((3,4,5-trifluorophenyl)carbamoyl)-5,6,7,8-tetrahydroimidazo[1,5-a]pyrazine-1-carboxylic acid methyl ester